C(#N)C1C2C3C4C=CC(C3C(C1)C2)C4 8-cyanotetracyclo[4.4.0.12,5.17,10]dodeca-3-ene